NC=1C(=NC=C(N1)N1CCC2([C@@H]([C@@H](OC2)C)N)CC1)SC1=CC(=NC=C1)N1CCN(CC1)CC1=C(C=CC=C1)NC1C(NC(CC1)=O)=O 3-((2-((4-(4-((3-amino-5-((3S,4S)-4-amino-3-methyl-2-oxa-8-azaspiro[4.5]decan-8-yl)pyrazin-2-yl)thio)pyridin-2-yl)piperazin-1-yl)methyl)phenyl)amino)piperidine-2,6-dione